C(#N)N=C(NCCCCCC1CN(CC1)C(=O)C=1NC=CC1)NC1=C(C=NC=C1)F 2-cyano-1-(5-(1-(2-pyrrolylformyl)pyrrolidine-3-yl)pentyl)-3-(3-fluoro-4-pyridinyl)guanidine